C1(CC1)CN1CCC2(CC1)C(NC1=CC(=CC=C12)C=1C=C(C(=C(C(=O)NCC=2C(NC(=CC2C)C)=O)C1)C)N(C1CCOCC1)CC)=O 5-(1'-(cyclopropylmethyl)-2-oxospiro[indolin-3,4'-piperidin]-6-yl)-N-((4,6-dimethyl-2-oxo-1,2-dihydropyridin-3-yl)methyl)-3-(ethyl-(tetrahydro-2H-pyran-4-yl)amino)-2-methylbenzamide